benzyl 3-(tert-butoxycarbonylamino)-3-(5-(2,6-dimethylphenyl)pyridin-3-yl)propanoate C(C)(C)(C)OC(=O)NC(CC(=O)OCC1=CC=CC=C1)C=1C=NC=C(C1)C1=C(C=CC=C1C)C